FC1=C2C(=C(NC2=CC=C1C1CCN(CC1)CCC)C=1C=C(C(N(C1)C)=O)C=1C=NC=NC1)C(C)C 5-(4-fluoro-3-isopropyl-5-(1-propylpiperidin-4-yl)-1H-indol-2-yl)-1-methyl-3-(pyrimidin-5-yl)pyridin-2(1H)-one